4-(ethylsulfanyl)-2-methyl-6-(6-azaspiro[2.5]oct-6-yl)benzamide C(C)SC1=CC(=C(C(=O)N)C(=C1)N1CCC2(CC2)CC1)C